[2-(tert-butoxycarbonylamino)-1,3-benzothiazol-4-yl]Boric acid C(C)(C)(C)OC(=O)NC=1SC2=C(N1)C(=CC=C2)OB(O)O